OC(CO[Si](OCC)(OCC)CCC=NCC1=CC=CC=C1)(O)O trihydroxybenzyliminopropyl-triethoxysilane